ClC=1C=C(C=C(C1)Cl)C=1OC2=C(N1)C=CC(=C2)C(=O)NCC(C)(F)F 2-(3,5-dichlorophenyl)-N-(2,2-difluoropropyl)benzo[d]oxazole-6-carboxamide